C(C)(C)(C)C1=NN=C(O1)C1=C(C=C(C=C1)C(=O)N1CCN(CC1)C=1OC=2C(=NC(=CC2)C)N1)C [4-(5-tert-butyl-1,3,4-oxadiazol-2-yl)-3-methyl-phenyl]-[4-(5-methyloxazolo[4,5-b]pyridin-2-yl)piperazin-1-yl]methanone